NCCOCCOCCC1=CC=CC=2N(C(N(C21)C)=O)C2C(NC(CC2)=O)=O 3-(4-{2-[2-(2-aminoethoxy)ethoxy]ethyl}-3-methyl-2-oxo-1,3-benzodiazol-1-yl)piperidine-2,6-dione